C(C(C)C)NC(=S)NC=1C(=NC(=CC1)C(F)(F)F)C 1-isobutyl-3-[2-methyl-6-(trifluoromethyl)-3-pyridyl]thiourea